ClC1=C(C(=O)NC(NC2=CC=C(C=C2)S(=O)(=O)CC=2C=C3CNCC3=CC2)=O)C=C(C=C1)CC 2-chloro-5-ethyl-N-((4-((isoindolin-5-ylmethyl)sulfonyl)phenyl)carbamoyl)benzamide